1-Ethyl-5-methyl-indenyllithium C(C)C1C(=CC2=CC(=CC=C12)C)[Li]